2-Amino-7-fluoro-4-(5-fluoro-3-((3R)-3-(8-methyl-3,8-diazabicyclo[3.2.1]octan-3-yl)pyrrolidin-1-yl)-7,9-dihydrofuro[3,4-f]quinazolin-6-yl)thieno[3,2-c]pyridine-3-carbonitrile NC1=C(C=2C(=NC=C(C2S1)F)C=1C2=C(C=3C=NC(=NC3C1F)N1C[C@@H](CC1)N1CC3CCC(C1)N3C)COC2)C#N